CN1C=C(C=2N=C(N=CC21)NC=2C(=CC=1N(C2)N=CN1)C)C1CCOCC1 5-methyl-N-[7-methyl-[1,2,4]triazolo[1,5-a]pyridin-6-yl]-7-(oxan-4-yl)pyrrolo[3,2-d]pyrimidin-2-amine